1-(5-bromo-2-nitrophenyl)pyrrolidine-2,5-dione BrC=1C=CC(=C(C1)N1C(CCC1=O)=O)[N+](=O)[O-]